N-ethyl-5-(2-methylimidazo[1,2-b]pyridazin-6-yl)-7H-pyrrolo[2,3-d]pyrimidin-2-amine C(C)NC=1N=CC2=C(N1)NC=C2C=2C=CC=1N(N2)C=C(N1)C